(6-(difluoromethyl)pyridin-2-yl)((4s,5r)-3,3,7,7-tetrafluoro-4-hydroxy-1-azaspiro[4.4]nonan-1-yl)methanone FC(C1=CC=CC(=N1)C(=O)N1CC([C@H]([C@@]12CC(CC2)(F)F)O)(F)F)F